BrC=1C=C(C=C(C1)Cl)C(C(=O)OC(C)(C)C)OS(=O)(=O)C tert-butyl 2-(3-bromo-5-chlorophenyl)-2-(methanesulfonyloxy)acetate